NCC(O)C1=CC=C(C=C1)C1=C(C=C(C#N)C=C1)OC=1N(N=C(C1)CC(C)C)C 4-[4-(2-amino-1-hydroxyethyl)phenyl]-3-[2-methyl-5-(2-methylpropyl)pyrazol-3-yl]oxybenzonitrile